2-chloro-4-((2-cyclopropylbenzofuran-7-yl)oxy)benzene ClC1=CC=CC(=C1)OC1=CC=CC=2C=C(OC21)C2CC2